Acrylic acid 2,3-epoxypropyl ester C(C1CO1)OC(C=C)=O